CN(C(OCOC1=C2N(N=CC1=O)[C@H]([C@@H]1N(C2=O)CCC1)[C@H](C1=CC=C(C=C1)F)C1=C(C(=CC=C1)F)F)=O)C (((9aR,10S)-10-((R)-(2,3-difluorophenyl)(4-fluorophenyl)methyl)-3,5-dioxo-3,5,8,9,9a,10-hexahydro-7H-pyrrolo[1',2':4,5]pyrazino[1,2-b]pyridazin-4-yl)oxy)methyl dimethylcarbamate